ClC1=CC=2N(C=N1)N=C(N2)C2=C(C(=CC=C2)Cl)Cl 7-chloro-2-(2,3-dichlorophenyl)-[1,2,4]triazolo[1,5-c]pyrimidine